BrCC1=CC(=NN1C1=C(C=CC=C1)Cl)C1=CC=CC=C1 5-(bromomethyl)-1-(2-chlorophenyl)-3-phenyl-1H-pyrazole